8-amino-6-(4-fluorophenyl)-N-methyl-5-(4-methylquinolin-6-yl)imidazo[1,2-a]pyrazine-2-carboxamide NC=1C=2N(C(=C(N1)C1=CC=C(C=C1)F)C=1C=C3C(=CC=NC3=CC1)C)C=C(N2)C(=O)NC